CNP(O)O[C@H]1[C@]([C@@H](O[C@@H]1CO)N1C=NC=2C(NC(C3=CC=CC=C3)=O)=NC=NC12)(O)[Si](C)(C)C(C)(C)C 2'-TBDMS-N-benzoyl-adenosine 3'-methylphosphoramidite